4,4'-Methylenebis(N,N-diglycidyl-aniline) C(C1=CC=C(N(CC2CO2)CC2CO2)C=C1)C1=CC=C(N(CC2CO2)CC2CO2)C=C1